C(C)OC(C[C@@H](C=1C=C(C=C(C1F)C)C1=C(C(=CC=C1O)F)C)N)=O.CC=1C=C(C=CC1O)C(=O)C1CC(CC(C1)C(=O)C1=CC(=C(C=C1)O)C)C(=O)C1=CC(=C(C=C1)O)C 1,3,5-tris(3-methyl-4-hydroxyphenylcarbonyl)cyclohexane ethyl-(3S)-3-amino-3-{3',4-difluoro-6'-hydroxy-2',5-dimethyl-[1,1'-biphenyl]-3-yl}propanoate